4-oxo-N-phenyl-5-(phenylamino)pentanamide O=C(CCC(=O)NC1=CC=CC=C1)CNC1=CC=CC=C1